CC=1N=CSC1C(=O)NC1=NN(C2=NC(=CC=C21)C)CC2=CC=C(C=C2)C(F)(F)F 4-methyl-N-(6-methyl-1-(4-(trifluoromethyl)benzyl)-1H-pyrazolo[3,4-b]pyridin-3-yl)thiazole-5-carboxamide